N-((3R,4R)-1-Acetyl-4-(2-hydroxy-2-methylpropoxy)pyrrolidin-3-yl)-1-(3-fluoro-5-(trifluoromethyl)pyridin-2-yl)-1H-pyrrolo[3,2-c]pyridine-6-carboxamide C(C)(=O)N1C[C@H]([C@@H](C1)OCC(C)(C)O)NC(=O)C1=CC2=C(C=N1)C=CN2C2=NC=C(C=C2F)C(F)(F)F